NC1=C(C=CC=C1)SCCOC1=CC=C(C=C1)OCCSC1=C(C=CC=C1)N 1,4-bis(2-aminophenylthioethoxy)benzene